COC1=C(C=C2C=NN(C2=C1)CC1COCC1)C(=O)OC methyl 6-methoxy-1-((tetrahydrofuran-3-yl)methyl)-1H-indazole-5-carboxylate